(S)-5-fluoro-4-(3-fluoro-4-(2-methylpyrrolidin-1-yl)phenyl)thiazol-2-amine FC1=C(N=C(S1)N)C1=CC(=C(C=C1)N1[C@H](CCC1)C)F